methyl 7-(benzyloxy)-2-(tert-butyl)imidazo[1,2-a]pyridine-6-carboxylate C(C1=CC=CC=C1)OC1=CC=2N(C=C1C(=O)OC)C=C(N2)C(C)(C)C